(2R,3R,4S,5S)-2-(4-aminopyrrolo[2,3-d]pyrimidin-7-yl)-5-[(1R)-7-chloro-1,5-dihydro-2,4-benzodioxepin-1-yl]tetrahydrofuran-3,4-diol NC=1C2=C(N=CN1)N(C=C2)[C@@H]2O[C@@H]([C@H]([C@H]2O)O)[C@@H]2OCOCC1=C2C=CC(=C1)Cl